1,3-dibromo-2,4-imidazolinedione BrN1C(N(C(C1)=O)Br)=O